(1,3-thiazol-2-yl)5h,8h-pyrido[2,3-d]pyrimidine-6-carboxylic acid ethyl ester C(C)OC(=O)C=1CC2=C(N=C(N=C2)C=2SC=CN2)NC1